[Br-].C(C#C)[SH2+] (prop-2-yn-1-yl)sulfonium bromide salt